N-(3-cyano-1-benzyl-1H-indol-5-yl)-6-oxo-1,6-dihydropyrimidine-4-carboxamide C(#N)C1=CN(C2=CC=C(C=C12)NC(=O)C=1N=CNC(C1)=O)CC1=CC=CC=C1